(R)-2-(3-chloro-4-(6-(1-methylcyclopropoxy)-9-((4-methylpyridin-2-yl)methyl)-9H-purin-8-yl)phenyl)-1-(3-hydroxypyrrolidin-1-yl)ethan-1-one ClC=1C=C(C=CC1C=1N(C2=NC=NC(=C2N1)OC1(CC1)C)CC1=NC=CC(=C1)C)CC(=O)N1C[C@@H](CC1)O